6-chloro-5-(4,4-difluoropiperidin-1-yl)pyrazin-2-amine tert-Butyl-(6-chloro-5-(4,4-difluoropiperidin-1-yl)pyrazin-2-yl)carbamate C(C)(C)(C)N(C(O)=O)C1=NC(=C(N=C1)N1CCC(CC1)(F)F)Cl.ClC1=C(N=CC(=N1)N)N1CCC(CC1)(F)F